C(C)(C)(C)OC(=O)N1CCC(=CC1)C(=O)O 1-(tert-butoxycarbonyl)-3,6-dihydro-2H-pyridine-4-carboxylic acid